5-(3-(3-(1-aminoethyl)-1H-pyrazol-5-yl)-2-fluoro-6-hydroxyphenyl)-1,2,5-thiadiazolidin-3-one 1,1-dioxide NC(C)C1=NNC(=C1)C=1C(=C(C(=CC1)O)N1CC(NS1(=O)=O)=O)F